5,7-difluoro-2-imino-2H-chromen-3-thioamide FC1=C2C=C(C(OC2=CC(=C1)F)=N)C(N)=S